2-(4-(2-(5,8-dimethyl-[1,2,4]triazolo[4,3-a]pyridin-6-yl)-3-isopropyl-1H-indol-5-yl)piperidin-1-yl)-N,N-dimethylacetamide CC1=C(C=C(C=2N1C=NN2)C)C=2NC1=CC=C(C=C1C2C(C)C)C2CCN(CC2)CC(=O)N(C)C